benzyl-5-(dimethylamino)-1H-pyrazol C(C1=CC=CC=C1)N1N=CC=C1N(C)C